p-bromoethyloxybenzaldehyde BrCCOC1=CC=C(C=O)C=C1